6-iodo-[1,2,4]triazolo[1,5-a]pyridine IC=1C=CC=2N(C1)N=CN2